C(C)C(C(C(=O)O)=O)(C(=O)O)CC.CC=1N=C(SC1N1CCCC1)CCC1=CN(C2=CC=CC=C12)C 4-Methyl-2-(2-(1-methyl-1H-indol-3-yl)ethyl)-5-(pyrrolidin-1-yl)thiazole diethyl-oxosuccinate